3-(2-(4,4,5,5-tetramethyl-1,3,2-dioxaborolan-2-yl)ethyl)cyclohexan-1-one CC1(OB(OC1(C)C)CCC1CC(CCC1)=O)C